CC=1C(=NC=CC1)C=1C=C(C=CC1)C1=CNC2=NC=C(C=C21)C=2C=CC1=C(CC[C@H](CC1)N1C3COCC1C3)C2 6-[(7S)-2-{3-[3-(3-Methylpyridin-2-yl)phenyl]-1H-pyrrolo[2,3-b]pyridin-5-yl}-6,7,8,9-tetrahydro-5H-benzo[7]annulen-7-yl]-3-oxa-6-azabicyclo[3.1.1]heptane